OC1=NC(=NC2=C1N(C=1C=CC=CC21)CC(F)(F)F)C(=O)[O-] 4-hydroxy-5-(2,2,2-trifluoroethyl)pyrimido[5,4-b]indole-2-carboxylate